3-(1-(3,4-dichlorophenyl)pyrrolidin-3-yl)-2,4-difluorobenzoic acid ClC=1C=C(C=CC1Cl)N1CC(CC1)C=1C(=C(C(=O)O)C=CC1F)F